6-(4-((7-bromo-2-(2,6-dioxopiperidin-3-yl)-1-oxoisoindolin-5-yl)methyl)piperazin-1-yl)-N-((1r,3r)-3-(3-chloro-4-cyanophenoxy)-2,2,4,4-tetramethylcyclobutyl)pyridazine-3-carboxamide BrC=1C=C(C=C2CN(C(C12)=O)C1C(NC(CC1)=O)=O)CN1CCN(CC1)C1=CC=C(N=N1)C(=O)NC1C(C(C1(C)C)OC1=CC(=C(C=C1)C#N)Cl)(C)C